C(C)(C)(C)OC(=O)N(C1=C(C(=NN1C(=O)OC(C)(C)C)C1=C(C=CC=C1)OC)C1=CC=C(C=C1)Cl)C(=O)OC(C)(C)C tert-butyl 5-[bis(tert-butoxycarbonyl)amino]-4-(4-chlorophenyl)-3-(2-methoxyphenyl)pyrazole-1-carboxylate